N-(4-amino-3-(6-azaspiro[2.5]oct-6-yl)phenyl)-2-((tert-butyldimethylsilyl)oxy)ethane-1-sulfonamide NC1=C(C=C(C=C1)NS(=O)(=O)CCO[Si](C)(C)C(C)(C)C)N1CCC2(CC2)CC1